FC1=C(C(=CC=C1)C)N1N=C2C(=CC1=O)NN=C2C2=CC(=C(C=C2)N2CCN(CC2)C)OC 5-(2-Fluoro-6-methylphenyl)-3-(3-methoxy-4-(4-methylpiperazin-1-yl)phenyl)-1H-pyrazolo[4,3-c]pyridazin-6(5H)-on